C(C1=CC=CC=C1)N1C(CN(CC1)CC(=O)OC)=O Methyl 2-(4-benzyl-3-oxopiperazin-1-yl)acetate